benzyl (3S,5R)-3-(methylamino)-5-(trifluoromethyl)piperidine-1-carboxylate CN[C@@H]1CN(C[C@@H](C1)C(F)(F)F)C(=O)OCC1=CC=CC=C1